C(C)NC1=C(C(=O)C2=CC=C(C=C2)NCC)C=CC=C1 2,4'-diethylaminobenzophenone